FC=1C(=NC=C(C1)OC1CCNCC1)OC 3-fluoro-2-methoxy-5-(piperidin-4-yloxy)pyridine